2λ6-thia-1-azabicyclo[3.1.0]hexane 2,2-dioxide N12S(CCC2C1)(=O)=O